FC(C(C)NNC(=O)OC(C)(C)C)F tert-butyl 2-(1,1-difluoropropan-2-yl)hydrazine-1-carboxylate